4-Bromo-6-methyl-1-(tetrahydro-2H-pyran-2-yl)-1H-indazole-5-carbaldehyde BrC1=C2C=NN(C2=CC(=C1C=O)C)C1OCCCC1